6-(5-(1-((1R,2R,3R,5R)-6,6-difluoro-2-methoxy-1,5-dimethyl-8-azabicyclo[3.2.1]octan-3-yl)vinyl)pyrazin-2-yl)isoquinolin-7-ol FC1([C@]2(C[C@@H]([C@H]([C@@](C1)(N2)C)OC)C(=C)C=2N=CC(=NC2)C=2C=C1C=CN=CC1=CC2O)C)F